2-(2-((S)-1-(2,3-Difluorobenzyl)-5-oxopyrrolidin-2-yl)acetamido)-N-(2-(2-methoxyethoxy)ethyl)-3-methylbutanamide FC1=C(CN2[C@@H](CCC2=O)CC(=O)NC(C(=O)NCCOCCOC)C(C)C)C=CC=C1F